tert-butyl 4-indolin-5-ylpiperidine-1-carboxylate N1CCC2=CC(=CC=C12)C1CCN(CC1)C(=O)OC(C)(C)C